CC(CC1=CC=C(C=C1)C(C)NC(C)=O)C N-{1-[4-(2-methylpropyl)phenyl]ethyl}acetamide